ClCC(C(=O)Cl)(C)C 3-chloro-2,2-dimethylpropionyl chloride